COC1=CC=C(C=C1)C(C(=O)NC1=CC=C(C=C1)[Si](C)(C)C)NC(CN1CNC(C1)=O)=O 2-(4-methoxyphenyl)-2-(((4-oxoimidazolidin-1-yl)acetyl)amino)-N-(4-(trimethylsilyl)phenyl)acetamide